OC(C)C=1C=C2CN(C(C2=CC1)=O)C1C(NC(CC1)=O)=O 3-(5-(1-Hydroxyethyl)-1-oxoisoindolin-2-yl)piperidine-2,6-dione